C(#N)C1=CN=CC=2NC(N(CC21)CC(=O)N[C@@H](C)C2=C(C=C(C=C2)F)F)=O 2-{5-cyano-2-oxo-1H,4H-pyrido[3,4-d]pyrimidin-3-yl}-N-[(1S)-1-(2,4-difluorophenyl)ethyl]acetamide